NC1=NC(=C(C=2N1C(N(N2)CC=2N(C=CN2)C)=O)C2=CC(=NC(=C2)C)OC)C2=CC=CC=C2 5-amino-8-(2-methoxy-6-methyl-4-pyridinyl)-2-[(1-methylimidazol-2-yl)methyl]-7-phenyl-[1,2,4]triazolo[4,3-c]pyrimidin-3-one